2-cyclopropyl-4-(4,4,5,5-tetramethyl-1,3,2-dioxaborolan-2-yl)pyridine C1(CC1)C1=NC=CC(=C1)B1OC(C(O1)(C)C)(C)C